N1C(=CC2=CC=CC=C12)C(=O)N1CC2C3CN(C4(CCN3NC2CC1)CC4)CCN4CCOCC4 4'-(1H-indole-2-carbonyl)-13'-[2-(morpholin-4-yl)ethyl]-4',8',9',13'-tetraazaspiro[cyclopropane-1,12'-tricyclo[7.5.0.02,7]tetradecane]